7-(bicyclo[2.2.2]octan-1-yl)-4-chloro-5-iodo-7H-pyrrolo[2,3-d]pyrimidine C12(CCC(CC1)CC2)N2C=C(C1=C2N=CN=C1Cl)I